FC1=CC=C(C=C1)CSC1=C(C(=NN1C(=O)C=1SC=CC1)C1CCC(N(C1)S(=O)(=O)N1CCCC1)=O)OC 5-(5-{[(4-Fluorophenyl)methyl]sulfanyl}-4-methoxy-1-(thiophen-2-carbonyl)-1H-pyrazol-3-yl)-1-(pyrrolidin-1-sulfonyl)piperidin-2-on